(R)-2-((R)-2-amino-3-phenylpropanamido)-4-methylpentanamid bistrifluoroacetate FC(C(=O)O)(F)F.FC(C(=O)O)(F)F.N[C@@H](C(=O)N[C@@H](C(=O)N)CC(C)C)CC1=CC=CC=C1